(R)-2-amino-3-(3-(5-ethyl-2-methyloxazol-4-yl)-5-fluorobenzamido)propanoic acid N[C@@H](C(=O)O)CNC(C1=CC(=CC(=C1)F)C=1N=C(OC1CC)C)=O